CC(C#C)(CCC=C(CCC=C(CCC=C(C)C)C)C)O 3,7,11,15-tetramethylhexadeca-6,10,14-trien-1-yn-3-ol